3,4,6,7-tetrahydropyrano[3,4-d]imidazole N1=CNC2=C1CCOC2